ClC1=C(C=C(C=C1)[C@H]1C(CN(CC1)C1=C(C=C(C(=C1)OC)[N+](=O)[O-])F)(F)F)C (4S)-4-(4-chloro-3-methyl-phenyl)-3,3-difluoro-1-(2-fluoro-5-methoxy-4-nitro-phenyl)piperidine